(E)-1-(2-amino-4-chloro-6-((pyridin-3-ylmethyl)amino)pyrimidin-5-yl)-4-(tetrahydropyran-2-yl)-2-buten-1-one NC1=NC(=C(C(=N1)Cl)C(\C=C\CC1OCCCC1)=O)NCC=1C=NC=CC1